N,N-dimethyl-aminopropylacrylamide CN(C)C(=O)C(=C)CCCN